7-[1-methyl-2-oxo-2-[3-(2H-tetrazol-5-yl)-1-piperidyl]ethoxy]-4-(o-tolyl)chromen-2-one CC(C(N1CC(CCC1)C=1N=NNN1)=O)OC1=CC=C2C(=CC(OC2=C1)=O)C1=C(C=CC=C1)C